The molecule is the hydrochloride salt of esketamine. It has a role as an intravenous anaesthetic, a NMDA receptor antagonist and an analgesic. It contains an esketamine. C[NH2+][C@@]1(CCCCC1=O)C2=CC=CC=C2Cl.[Cl-]